5-amino-N-{2-[3-amino-4-(fluoromethyl)pyrrolidin-1-yl]-5,6,7,8-tetrahydroquinolin-6-yl}-2-methylthieno[2,3-d]pyrimidine-6-carboxamide NC1=C(SC=2N=C(N=CC21)C)C(=O)NC2CC=1C=CC(=NC1CC2)N2CC(C(C2)CF)N